ClCC(=O)N1CCC(CC1)C=1C=C2C(=C(NC2=CC1)C1=CC(=C(C=C1)OC)OC)C1CCOCC1 2-chloro-1-(4-(2-(3,4-dimethoxyphenyl)-3-(tetrahydro-2H-pyran-4-yl)-1H-indol-5-yl)piperidin-1-yl)ethan-1-one